ClC1=NC=C(C(=N1)Cl)CN1CCCCCC1 1-((2,4-dichloropyrimidin-5-yl)methyl)azepane